3-[[6-(aminomethyl)-3-methyl-4,5,6,7-tetrahydro-1H-indol-2-yl]methylene]-5-fluoro-indolin-2-one NCC1CCC=2C(=C(NC2C1)C=C1C(NC2=CC=C(C=C12)F)=O)C